pentacyclo[8.4.0.12,5.19,12.08,13]-3-hexadecene C12C3C=CC(CCC4C5C2CC(C4C1)C5)C3